C(C1=CC=CC=C1)C1CCN(CC1)CC=1NC(=NN1)N1C=CC2=CC=C(C=C12)OC (5-((4-benzylpiperidin-1-yl)methyl)-4H-1,2,4-triazol-3-yl)-6-methoxy-1H-indole